ClC1=NC=C(C=N1)[C@H]1[C@@H](C1)C1=C2C=NN(C2=C(C(=C1)F)F)CCCOC trans-4-(2-(2-chloropyrimidin-5-yl)cyclopropyl)-6,7-difluoro-1-(3-methoxypropyl)-1H-indazole